6-methoxy-N-(4-propionylaminophenyl)-4-trifluoromethylquinolin-2-amine COC=1C=C2C(=CC(=NC2=CC1)NC1=CC=C(C=C1)NC(CC)=O)C(F)(F)F